C1OC=2C=C(C=CC2OC1)NC1=NC(=NC=C1F)NC1=CC=C(C=C1)OCCO N4-(3,4-ethylenedioxyphenyl)-5-fluoro-N2-[4-(2-hydroxyethyloxy)phenyl]-2,4-pyrimidinediamine